O1C=2C(OCC1COCCC(S(=O)(=O)[O-])C)=CSC2.[NH4+] Ammonium 3-[(2,3-dihydrothieno[3,4-b]-[1,4]dioxin-2-yl) methoxy]-1-methyl-1-propanesulfonate